COC(=O)C1=CC=C(C=C1)O methyl-p-hydroxybenzoate